C1(CC1)N1C(N(C=2C(C1=O)=C(N(C(C2C)=O)C)NC2=C(C=C(C=C2)I)F)C=2C=C(C=CC2)NC(C)=O)=O N-[3-[3-cyclopropyl-5-(2-fluoro-4-iodoanilino)-6,8-dimethyl-2,4,7-trioxopyrido[4,3-d]pyrimidin-1-yl]phenyl]acetamide